NC1=C(C=C(C=C1)Br)NCC(=O)OCC ethyl 2-((2-amino-5-bromophenyl)amino)acetate